tert-Butyl-(1R,3s,5S)-3-((5-chloro-3-nitropyridin-2-yl)amino)-8-azabicyclo[3.2.1]octane C(C)(C)(C)[C@]12C[C@H](C[C@H](CC1)N2)NC2=NC=C(C=C2[N+](=O)[O-])Cl